C(C1=CC=CC=C1)OC(=O)N[C@H](C(=O)OCC)CCF ethyl (S)-2-((benzyloxycarbonyl) amino)-4-fluorobutyrate